L-1,5-dihydroxyterephthalaldehyde OC1(C=O)CC=C(C=O)C(=C1)O